trifluoromethanesulfonic acid ruthenium (II) [Ru+2].FC(S(=O)(=O)O)(F)F